1-(tert-butoxycarbonyl)-5,5-difluoropiperidine-3-carboxylic acid C(C)(C)(C)OC(=O)N1CC(CC(C1)(F)F)C(=O)O